N-(1H-pyrazolyl)acetamide N1(N=CC=C1)NC(C)=O